C(C1=CC=CC=C1)N(C=1C(=C(C=CC1[N+](=O)[O-])C1(CC(C1)(F)F)C(=O)O)F)CC1=CC=CC=C1 1-[3-(dibenzylamino)-2-fluoro-4-nitrophenyl]-3,3-difluorocyclobutanecarboxylic acid